N1(N=CN=C1)C1=C(N)C=CC(=C1)C(F)(F)F 2-(1H-1,2,4-triazol-1-yl)-4-(trifluoromethyl)aniline